methyl (2R,3S,3aS,6aR)-3-((N,N-dimethylsulfamoyl)amino)-2-((((1s,4S)-4-(3-fluorophenyl)cyclohexyl)oxy)methyl)hexahydrocyclopenta[b]pyrrole-1(2H)-carboxylate CN(S(=O)(=O)N[C@H]1[C@@H]2[C@H](N([C@H]1COC1CCC(CC1)C1=CC(=CC=C1)F)C(=O)OC)CCC2)C